CN1CC(CC1)C(=O)NC1CCC(CC1)NC1=CC(=NC(=C1)C(F)(F)F)C(F)(F)F 1-methyl-N-[(1s,4s)-4-{[2,6-bis(trifluoromethyl)pyridin-4-yl]amino}cyclohexyl]pyrrolidine-3-carboxamide